4-((1-(4-(2-(2-Aminopyridin-3-yl)-5-(1-isopropyl-1H-1,2,3-triazol-4-yl)-3H-imidazo[4,5-b]pyridin-3-yl)benzyl)piperidin-4-yl)amino)pyrimidine-2-carbonitrile NC1=NC=CC=C1C1=NC=2C(=NC(=CC2)C=2N=NN(C2)C(C)C)N1C1=CC=C(CN2CCC(CC2)NC2=NC(=NC=C2)C#N)C=C1